racemic-3-methyl-5-(((2-oxopiperidin-3-yl)methyl)amino)-8-(4-(trifluoromethyl)phenyl)pyrido[4,3-d]pyrimidin-4(3H)-one CN1C=NC2=C(C1=O)C(=NC=C2C2=CC=C(C=C2)C(F)(F)F)NC[C@@H]2C(NCCC2)=O |r|